(S)-3-(3-fluoro-4-(6-(2-vinyl-2H-tetrazol-5-yl)pyridin-3-yl)phenyl)-5-(hydroxyfluoromethyl)oxazolidin-2-one FC=1C=C(C=CC1C=1C=NC(=CC1)C=1N=NN(N1)C=C)N1C(O[C@@H](C1)C(F)O)=O